N1,N'-dimethylethane-1,2-diamine CNCCNC